tert-butyl (S)-((1-(5-chloro-2-isopropoxybenzyl)pyrrolidin-3-yl)methyl)carbamate ClC=1C=CC(=C(CN2C[C@@H](CC2)CNC(OC(C)(C)C)=O)C1)OC(C)C